ClC=1N=C(C2=C(N1)CN(C2)C(=O)OCC2=CC=CC=C2)N2C[C@](CCC2)(C)O benzyl (R)-2-chloro-4-(3-hydroxy-3-methylpiperidin-1-yl)-5,7-dihydro-6H-pyrrolo[3,4-d]pyrimidine-6-carboxylate